N[C@](COC1=C(C#N)C=C(C=C1)C1=CC(=NC=C1)C)(CC(C)C)C (S)-2-((2-amino-2,4-dimethylpentyl)oxy)-5-(2-methylpyridin-4-yl)benzonitrile